N-(4-((4-methylpiperazin-1-yl)methyl)pyridin-2-yl)-6-(pyridin-4-yl)benzo[d]-thiazol-2-amine CN1CCN(CC1)CC1=CC(=NC=C1)NC=1SC2=C(N1)C=CC(=C2)C2=CC=NC=C2